4-amino-5-iodo-1-(1-methylpyrazol-4-yl)-6-oxo-pyridazine-3-carboxylic acid methyl ester COC(=O)C1=NN(C(C(=C1N)I)=O)C=1C=NN(C1)C